FCCOC1=C(C=C(C(=O)NCC[C@@]2(CC\C=C/CCC2)O)C=C1)C |r| rac-(R,Z)-4-(2-fluoroethoxy)-N-(2-(1-hydroxycyclooct-4-en-1-yl)ethyl)-3-methylbenzamide